7-amino-6-bromo-1-methyl-3,4-dihydroquinolin-2-one NC1=C(C=C2CCC(N(C2=C1)C)=O)Br